5-(2-(2-cyclohexylpiperidin-1-yl)-2-oxoacetamido)-2-methoxynicotinamide C1(CCCCC1)C1N(CCCC1)C(C(=O)NC=1C=NC(=C(C(=O)N)C1)OC)=O